FC1(CC(C1)OC1=NN(C=C1NC=O)C)F N-(3-(3,3-difluorocyclobutoxy)-1-methyl-1H-pyrazol-4-yl)formamide